2,4-dimethyl-N-((6-methyl-4-(methylthio)-2-oxo-1,2-dihydropyridin-3-yl)methyl)-7-(4-(piperidin-1-yl)phenyl)-2-(Piperidin-4-yl)benzo[d][1,3]dioxole-5-carboxamide hydrochloride Cl.CC1(OC2=C(O1)C(=CC(=C2C)C(=O)NCC=2C(NC(=CC2SC)C)=O)C2=CC=C(C=C2)N2CCCCC2)C2CCNCC2